COC1=CC=C(C=C1)C(OC[C@H]1CC[C@H](CN1)O)(C1=CC=CC=C1)C1=CC=C(C=C1)OC (3R,6R)-6-((bis(4-methoxyphenyl)(phenyl)methoxy)methyl)piperidin-3-ol